The molecule is an optically active form of (S)-3-sulfonatolactate having (S)-configuration. It has a role as a human metabolite. It is a conjugate base of a (S)-3-sulfolactic acid. C([C@H](C(=O)[O-])O)S(=O)(=O)[O-]